C(C)(C)(C)OC(=O)N1CCC2(C[C@H](OC2=O)CCN2CCN(CC2)C2=CC=CC3=C2NC(=N3)C)CC1 (S)-3-(2-(4-(2-methyl-1H-benzo[d]imidazol-7-yl)piperazin-1-yl)ethyl)-1-oxo-2-oxa-8-azaspiro[4.5]decane-8-carboxylic acid tert-butyl ester